ClC=1N=NC=C(C1)O[C@H](CN1N=NN=C1)C 3-chloro-5-{[(2S)-1-(1H-tetrazol-1-yl)propan-2-yl]oxy}pyridazine